(S)-3-(1-aminoethyl)-8-chloro-2-(pyridin-4-yl)-2H-benzo[e][1,2]thiazine 1,1-dioxide N[C@@H](C)C=1N(S(C2=C(C1)C=CC=C2Cl)(=O)=O)C2=CC=NC=C2